CC=1C=C(C=C2C(NC(=NC12)C1=CC=2N(C=N1)C=CC2)=O)N2CCC1(CCOCC1)CC2 8-methyl-6-(3-oxa-9-aza-spiro[5.5]undec-9-yl)-2-pyrrolo[1,2-c]pyrimidin-3-yl-3H-quinazolin-4-one